O1CCC2=C1C=CC(=C2)NC2=NC=C(C(=N2)N2C=C(C=C2)C(=O)NC(CO)C2=CC=CC=C2)C 1-(2-((2,3-dihydro-benzofuran-5-yl)amino)-5-methylpyrimidin-4-yl)-N-(2-hydroxy-1-phenylethyl)-1H-pyrrole-3-carboxamide